CN1N=CC(=C1C)S(=O)(=O)N1CCC(=CC1)C=1C(=CC=2N(N1)N=CN2)C 6-(1-((1,5-dimethyl-1H-pyrazol-4-yl)sulfonyl)-1,2,3,6-tetrahydropyridin-4-yl)-7-methyl-[1,2,4]triazolo[1,5-b]pyridazine